FC1(CN(CC2(CCN(C2=O)C=2C=CC3=CN(N=C3C2)C2CCC(CC2)CNC(C2=C(C(=C(C(=C2)F)O)F)F)=O)C1)C(=O)OC(C)(C)C)F tert-butyl 9,9-difluoro-1-oxo-2-(2-{(1r,4r)-4-[(2,3,5-trifluoro-4-hydroxybenzamido)methyl]cyclohexyl}-2H-indazol-6-yl)-2,7-diazaspiro[4.5]decane-7-carboxylate